ClC1=C(C(=CC=C1F)Cl)C(C)OC=1C(=NC=C(C1)C=1C=NN(C1)CCN(C(C)C)C(C)C)N 3-[1-(2,6-dichloro-3-fluoro-phenyl)-ethoxy]-5-[1-(2-diisopropylamino-ethyl)-1H-pyrazol-4-yl]-pyridin-2-ylamine